phosphorylcholine chloride calcium salt [Ca].[Cl-].P(=O)#C[N+](CCO)(C)C